NC=1C(=NC(=C(N1)F)C1=CC(=C(C=C1)N1C[C@@H](OCC1)C)CN1CCC1)C=1C=C2CCNC(C2=CC1F)=O (S)-6-(3-amino-6-(3-(azetidin-1-ylmethyl)-4-(2-methylmorpholino)phenyl)-5-fluoropyrazin-2-yl)-7-fluoro-3,4-dihydroisoquinolin-1(2H)-one